(5-fluoro-3-pyridyl)ethanesulfonamide FC=1C=C(C=NC1)C(C)S(=O)(=O)N